(5-(2-fluorophenyl)-1-((3-(2-methoxyethoxy)phenyl)sulfonyl)-1H-pyrrol-3-yl)-N-methylmethanamine FC1=C(C=CC=C1)C1=CC(=CN1S(=O)(=O)C1=CC(=CC=C1)OCCOC)CNC